C(C)N1N=CC=C1OS(=O)(=O)C1=CC=CC=C1.ClC=1C(=CC(=C(C(=O)NC=2C=NNC(C2)=O)C1)OC1=C(C=C(C=C1)F)OC(F)F)C(F)(F)F 5-chloro-2-(2-(difluoromethoxy)-4-fluorophenoxy)-N-(6-oxo-1,6-dihydropyridazin-4-yl)-4-(trifluoromethyl)benzamide 1-ethylpyrazol-5-yl-benzenesulfonate